3-chloro-4-(2-pyridylmethoxy)aniline ClC=1C=C(N)C=CC1OCC1=NC=CC=C1